N-Benzyl-N-(2-aminoethyl)-3-aminopropyltrimethoxysilan-Hydrochlorid Cl.C(C1=CC=CC=C1)N(CCC[Si](OC)(OC)OC)CCN